10H-Phenoxazine-3,7-diol C1=CC(=CC=2OC3=CC(=CC=C3NC12)O)O